O1C=C(C=C1)C=1C=C(C=NC1)COC1=CC=C(C=C1)C=1C=C(C(NC1C(F)(F)F)=O)C(=O)N 5-(4-((5-(furan-3-yl)pyridin-3-yl)methoxy)phenyl)-2-oxo-6-(trifluoromethyl)-1,2-dihydropyridine-3-carboxamide